COC=1C=C2CCN3C(C2=CC1C=1N=NN(N1)C)=C(C=C3C(=O)O)CCC 8-methoxy-9-(2-methyltetrazol-5-yl)-1-propyl-5,6-dihydropyrrolo[2,1-a]isoquinoline-3-carboxylic acid